N-((2,4-diisopropyl-6-methoxypyridin-3-yl)carbamoyl)-6-(methylamino)-6,7-dihydro-5H-pyrazolo[5,1-b][1,3]oxazine-3-sulfonamide C(C)(C)C1=NC(=CC(=C1NC(=O)NS(=O)(=O)C=1C=NN2C1OCC(C2)NC)C(C)C)OC